FC1=C(C(N)=N)C=C(C=C1)OC=1C(=C2C=CN(C2=CC1F)S(=O)(=O)C1=CC=CC=C1)CO 2-fluoro-5-((6-fluoro-4-(hydroxymethyl)-1-(phenylsulfonyl)-1H-indol-5-yl)oxy)benzimidamide